BrC1=CC=C(C=C1)C(C)(C)C=1N=C(SC1)NC(C1=CN=C(C=C1)N1CCN(CC1)CCO)=O N-(4-(2-(4-bromophenyl)propan-2-yl)thiazol-2-yl)-6-(4-(2-hydroxyethyl)piperazin-1-yl)nicotinamide